perfluoro-n-octadecyl-carboxylic acid FC(C(C(C(C(C(C(C(C(C(C(C(C(C(C(C(C(C(F)(F)F)(F)F)(F)F)(F)F)(F)F)(F)F)(F)F)(F)F)(F)F)(F)F)(F)F)(F)F)(F)F)(F)F)(F)F)(F)F)(F)F)(C(=O)O)F